C1(CCC1)N[C@@H]1C[C@@H](C1)COC1=C(C=C2C(=NC=NC2=C1)OC=1C(=C2C=C(NC2=CC1)C)F)OC cis-N-cyclobutyl-3-(((4-((4-fluoro-2-methyl-1H-indol-5-yl)oxy)-6-methoxyquinazolin-7-yl)oxy)methyl)cyclobutylamine